γ-(methacryloxy)propyl-trimethoxyl-silane C(C(=C)C)(=O)OCCC[Si](OC)(OC)OC